4-(((1-cyanocyclopropyl)methyl)amino)-N'-hydroxy-3-nitrobenzamidine C(#N)C1(CC1)CNC1=C(C=C(C(=NO)N)C=C1)[N+](=O)[O-]